C(#N)C=1C(=C(C(=CC1)C(C)C)NC(=O)NS(=O)(=O)C=1SC(=CN1)C(C)(C)O)C(C)C N-(3-cyano-2,6-diisopropylphenylcarbamoyl)-5-(2-hydroxypropan-2-yl)thiazole-2-sulfonamide